ClC1=C(C=C(C(=O)N(C)C2C=3C4=C(C(NC3CNC2)=O)C=C(C=C4)F)C=C1F)F 4-chloro-3,5-difluoro-N-(8-fluoro-6-oxo-1,2,3,4,5,6-hexahydrobenzo[c][1,7]naphthyridin-1-yl)-N-methylbenzamide